3-(2,5-difluorophenyl)methylene-6-((5-cyclopropyl-1-(3-morpholinyl)propylimidazol-4-yl)methylene)piperazine-2,5-dione FC1=C(C=C(C=C1)F)C=C1C(NC(C(N1)=O)=CC=1N=C(NC1C1CC1)C(CC)C1NCCOC1)=O